4-[2-(4-chlorothiazol-5-yl)-3-formyl-phenyl]-2-fluoro-benzonitrile ClC=1N=CSC1C1=C(C=CC=C1C=O)C1=CC(=C(C#N)C=C1)F